dicyclohexyl-(2',4',6'-Triisopropyl-[1,1'-biphenyl]-2-yl)phosphine C1(CCCCC1)P(C1=C(C=CC=C1)C1=C(C=C(C=C1C(C)C)C(C)C)C(C)C)C1CCCCC1